COC1=C(CN(S(=O)(=O)C)CC2=CC(=C(C=C2)N2N=C(C=3C=NC(=CC32)C=3C=NN2C3N=CC=C2)C(=O)NCCCN(C)C)OC)C=CC(=C1)OC 1-(4-((N-(2,4-dimethoxybenzyl)methyl-sulfonamido)methyl)-2-methoxyphenyl)-N-(3-(dimethylamino)propyl)-6-(pyrazolo[1,5-a]pyrimidin-3-yl)-1H-pyrazolo[4,3-c]pyridine-3-carboxamide